[Cl-].C[N+](CCC[Si](OC)(OC)OC)(CCCCCCCCCCCCCCCCCCCC)C dimethyleicosanyl-[3-(trimethoxysilyl)propyl]ammonium chloride